N-(5-Cyano-4-((thiazol-4-yl-methyl)amino)pyridin-2-yl)-7-formyl-6-((4-methyl-2-oxopiperazin-1-yl)methyl)-3,4-dihydro-1,8-naphthyridine-1(2H)-carboxamide C(#N)C=1C(=CC(=NC1)NC(=O)N1CCCC2=CC(=C(N=C12)C=O)CN1C(CN(CC1)C)=O)NCC=1N=CSC1